2-(3-(2-isopropylphenyl)oxetan-3-yl)-5-methylfuran C(C)(C)C1=C(C=CC=C1)C1(COC1)C=1OC(=CC1)C